N1C=CC=2C1=CC=1CCNCC1C2 5,6,7,8-tetrahydro-1H-pyrrolo[2,3-g]isoquinoline